N=1N2C(C=CC1)=CN=C2 imidazo(1,5-b)pyridazine